diphenyl-4-hydroxyphenylsulfonium nonafluoro-n-butanesulfonate FC(C(C(C(S(=O)(=O)[O-])(F)F)(F)F)(F)F)(F)F.C1(=CC=CC=C1)[S+](C1=CC=C(C=C1)O)C1=CC=CC=C1